benzyl (3-((1S,3R)-3-((isopropylcarbamoyl)oxy)cyclopentyl)-1H-pyrazol-5-yl)carbamate C(C)(C)NC(=O)O[C@H]1C[C@H](CC1)C1=NNC(=C1)NC(OCC1=CC=CC=C1)=O